C1=CC(=C(C(=C1)O)O)C(=O)NC(CO)C(=O)O The molecule is a serine derivative resulting from the formal condensation of the carboxy group of 2,3-dihydroxybenzoic acid with the amino group of serine. It has a role as a siderophore. It is a serine derivative, a member of benzamides and a member of phenols. It derives from a 2,3-dihydroxybenzoic acid.